(S)-2-((4-(3-(4-Cyano-2-fluorophenyl)-2,3-dihydrobenzo[b][1,4]dioxin-5-yl) Piperidin-1-yl)methyl)-1-((1-(fluoromethyl)cyclopropyl)methyl)-1H-benzo[d]imidazole-6-carboxylate C(#N)C1=CC(=C(C=C1)[C@@H]1OC2=C(OC1)C=CC=C2C2CCN(CC2)CC2=NC1=C(N2CC2(CC2)CF)C=C(C=C1)C(=O)[O-])F